1-(4-fluorophenyl)-N-(5-methyl-5-azaspiro[2.4]heptan-7-yl)-3,4-dihydroisoquinoline FC1=CC=C(C=C1)C1N(CCC2=CC=CC=C12)C1CN(CC12CC2)C